CC(=C)CCCC 2-methyl-hex-en